[C+4].P(=O)([O-])([O-])[O-].[K+] potassium phosphate carbon